4,4,5,5-tetramethyl-2-(2-methyl-7-methyl-2H-indazol-5-yl)-1,3,2-dioxaborolane CC1(OB(OC1(C)C)C1=CC2=CN(N=C2C(=C1)C)C)C